ClC1=CC=C(C(=N1)C(=O)NS(=O)(=O)C)N[C@H](C)C=1C=C(C=C2C(N(C(=NC12)N1C[C@@H](CCC1)C1=NC=CC(=N1)C)C)=O)C |&1:29| 6-chloro-3-(((R)-1-(3,6-dimethyl-2-((RS)-3-(4-methylpyrimidin-2-yl)piperidin-1-yl)-4-oxo-3,4-dihydroquinazolin-8-yl)ethyl)amino)-N-(methylsulfonyl)picolinamide